3-cyano-2,4-pentanedione C(#N)C(C(C)=O)C(C)=O